(1R,4R)-N1-(4-(5-(cyclopropyl-methyl)-1-(oxetan-3-yl)-1H-pyrazol-4-yl)pyrimidin-2-yl)cyclohexane-1,4-diamine C1(CC1)CC1=C(C=NN1C1COC1)C1=NC(=NC=C1)NC1CCC(CC1)N